(E)-1-(2-Hydroxy-4,6-dimethoxyphenyl)-3-[3-(trifluoromethyl)phenyl]prop-2-en-1-one OC1=C(C(=CC(=C1)OC)OC)C(\C=C\C1=CC(=CC=C1)C(F)(F)F)=O